benzyl ((3-methoxy-3-methylazetidin-1-yl)sulfonyl)carbamate COC1(CN(C1)S(=O)(=O)NC(OCC1=CC=CC=C1)=O)C